FC=1N=C(N2C1C(=CC(=C2)C2CN(C2)[C@H](C(C)C)C2CCN(CC2)C(C)=O)C2=C(C=C(C=C2)F)C(=O)N2[C@@H](COCC2)C)C 1-{4-[(1R)-1-[3-(1-fluoro-8-{4-fluoro-2-[(3R)-3-methylmorpholine-4-carbonyl]phenyl}-3-methylimidazo[1,5-a]pyridin-6-yl)azetidin-1-yl]-2-methylpropyl]piperidin-1-yl}ethan-1-one